(Z)-N-(2-(4-(4-chloro-1,2-diphenyl-but-1-en-1-yl)phenoxy)ethyl)-7-((2-(2,6-dioxopiperidin-3-yl)-1-oxoisoindolin-4-yl)amino)-N-methylheptanamide ClCC/C(=C(\C1=CC=CC=C1)/C1=CC=C(OCCN(C(CCCCCCNC2=C3CN(C(C3=CC=C2)=O)C2C(NC(CC2)=O)=O)=O)C)C=C1)/C1=CC=CC=C1